FC1=C(C=CC(=C1)N1N=CC=C1)N1C=C(C(C(=C1)OC)=O)C1=CC=NN1C1=CC=CC=C1 1-[2-fluoro-4-(1H-pyrazole-1-yl)phenyl]-5-methoxy-3-(1-phenyl-1H-pyrazole-5-yl)pyridine-4(1H)-one